BrC1=CC(=NC=C1)NC(CCN1CC(N(CC1)C)C)=O N-(4-bromopyridin-2-yl)-3-(3,4-dimethylpiperazin-1-yl)propanamide